[Na].BrC=1C(=CC(=NC1)OC1COC1)OC 5-bromo-4-methoxy-2-(oxetan-3-yloxy)pyridine sodium